ClC=1C=C(OCC(=O)NC23CC(C(CC2)(CC3)C(=O)NCC3=CC=C(C=C3)C(F)(F)F)O)C=CC1Cl 4-[2-(3,4-dichlorophenoxy)acetamido]-2-hydroxy-N-{[4-(trifluoromethyl)phenyl]methyl}bicyclo[2.2.2]octane-1-carboxamide